S1C(=CC=C1)/C=C/SC=1N=NC=CC1 (E)-3-((2-(thiophen-2-yl)vinyl)thio)pyridazine